O=C1NC(CCC1N1C(C2=CC=C(C=C2C1=O)N1CCC(CC1)CN1CCC(CC1)CN1CCN(CC1)C1=NC=NC(=C1)C1=NNC2=CC=C(C=C12)OC1(CC1)C)=O)=O 2-(2,6-dioxo-3-piperidyl)-5-[4-[[4-[[4-[6-[5-(1-methylcyclopropoxy)-1H-indazol-3-yl]pyrimidin-4-yl]piperazin-1-yl]methyl]-1-piperidyl]methyl]-1-piperidyl]isoindoline-1,3-dione